5-cyano-N-ethyl-N-(2,2,2-trifluoro-1-(4-fluoro-3-methylphenyl)ethyl)pyridine-3-sulfonamide C(#N)C=1C=C(C=NC1)S(=O)(=O)N(C(C(F)(F)F)C1=CC(=C(C=C1)F)C)CC